2-(1-Pyridin-3-yl-azetidin-3-yl)-1-(3,6,7,8-tetrahydro-1H-2,4-diaza-as-indacen-2-yl)-ethanone N1=CC(=CC=C1)N1CC(C1)CC(=O)N1CC2=C3CCCC3=CN=C2C1